NC1=C(C=C(C=N1)NC(C(=O)N1C(CCC(C1)C)C1=NC=C(C=C1)N)=O)C N-(6-amino-5-methyl-3-pyridyl)-2-[2-(5-amino-2-pyridyl)-5-methyl-1-piperidyl]-2-oxo-acetamide